3,7-dimethyl-3,6-octadien-1-ol CC(CCO)=CCC=C(C)C